N[C@H]1C2=C(N=CS2)CC12CCN(CC2)C=2N=CC(=NC2)SC=2C(=C1C(NC=NC1=CC2)=O)Cl 6-[5-[(6R)-6-aminospiro[4,6-dihydrocyclopenta[d]thiazole-5,4'-piperidin]-1'-yl]pyrazin-2-yl]sulfanyl-5-chloro-3H-quinazolin-4-one